2-methyl-6,7-dihydro-5H-quinolin-8-one CC1=NC=2C(CCCC2C=C1)=O